OC1CN(CC(C1)C)CC1=C2C(=NC(=C1)C(=O)N)C(CC2)(C)C 4-((3-hydroxy-5-methylpiperidin-1-yl)methyl)-7,7-dimethyl-6,7-dihydro-5H-cyclopenta[b]pyridine-2-carboxamide